C1(=CC=CC=C1)N(C1=CC=C(C=C1)C1=CC=C2C=CC=C(C2=C1)C1=CC=CC=C1)C=1C=CC2=C(C3=C(O2)C=CC=C3N3C2=CC=CC=C2C=2C=CC=CC32)C1 N-phenyl-N-{4-(1-phenyl-naphthalen-7-yl)phenyl}-{1-(9H-carbazol-9-yl)dibenzo[b,d]furan-8-yl}-amine